6-[3-(tert-butoxycarbonylamino)-5-[1-(1,3-dioxoisoindolin-2-yl)ethyl]-1,2,4-triazol-1-yl]pyridine-3-carboxylic acid C(C)(C)(C)OC(=O)NC1=NN(C(=N1)C(C)N1C(C2=CC=CC=C2C1=O)=O)C1=CC=C(C=N1)C(=O)O